C(C)(C)C1=CC=C(C=C1)N(C1=CC=C(OC=2N=C(C3=C(N2)C=NC=C3)O)C=C1)C1CN(CCC1)C 2-(4-((4-isopropylphenyl)(1-methyl-piperidin-3-yl)amino)phenoxy)pyrido[3,4-d]pyrimidin-4-ol